N-(5-cyano-2-methyl-6-(2H-1,2,3-triazol-2-yl)pyridin-3-yl)-1-(1-oxo-1,2-dihydroisoquinolin-5-yl)-5-(trifluoromethyl)-1H-pyrazole-4-carboxamide C(#N)C=1C=C(C(=NC1N1N=CC=N1)C)NC(=O)C=1C=NN(C1C(F)(F)F)C1=C2C=CNC(C2=CC=C1)=O